4-(4-{5-[5-Fluoro-6-(2-methoxyethoxy)-1H-indazol-3-yl]-1,2-oxazol-3-yl}benzoyl)-3-methyl-1lambda6-thiomorpholin-1,1-dion FC=1C=C2C(=NNC2=CC1OCCOC)C1=CC(=NO1)C1=CC=C(C(=O)N2C(CS(CC2)(=O)=O)C)C=C1